C(CCCCC)C1OC2=CC(=CC=C2C(C1)O)O 2-hexyl-4,7-dihydroxychroman